CCCCCCCCCCCCCCCCC=CCC.[Si] silicon eicosa-17-ene